FC=1C=C(CC2=CC(=NC=C2)N2N=CC=3CNCCC32)C=C(C1)C(F)(F)F 1-(4-(3-fluoro-5-(trifluoromethyl)benzyl)pyridin-2-yl)-1,5,6,7-tetrahydro-4H-pyrazolo[4,3-c]pyridin